CN([C@H]1CN2C3=C(C=C(C=C3C1)F)C(=C2)C=2C=C(C#N)C=CC2)C (R)-3-(5-(dimethylamino)-8-fluoro-5,6-dihydro-4H-pyrrolo[3,2,1-ij]quinolin-1-yl)benzonitrile